(S)-3-(1-(tert-butyl)-5-((7-methyl-1,1-dioxido-2,3-dihydrobenzo[b]thiophen-4-yl)amino)-1H-pyrazol-3-yl)cyclopentyl isopropylcarbamate C(C)(C)NC(O[C@@H]1CC(CC1)C1=NN(C(=C1)NC1=CC=C(C=2S(CCC21)(=O)=O)C)C(C)(C)C)=O